CC(=CCN1C(C=CC=C1)=O)C 1-(3-methylbut-2-en-1-yl)pyridin-2(1H)-one